CO[Si](CCCN=C=O)(OC)OC γ-trimethoxysilylpropylisocyanate